O=C(C(=O)[O-])CCCC(=O)[O-] α-oxoadipate